FC1=C(N)C=C(C(=C1)OC1=CC=NC2=CC(=C(N=C12)OC)OCCOC)F 2,5-difluoro-4-((6-methoxy-7-(2-methoxyethoxy)-1,5-naphthyridin-4-yl)oxy)aniline